Cl.ClC=1C=C(C=CC1C(=O)N1CCN(CC1)C(=O)[C@@H]1CNCC1)NC(=O)C=1N(C(=CN1)C=1C(=NN(C1)CC#C)C(F)(F)F)C N-[3-chloro-4-[4-[(3S)-pyrrolidine-3-carbonyl]piperazine-1-carbonyl]phenyl]-1-methyl-5-[1-prop-2-ynyl-3-(trifluoromethyl)pyrazol-4-yl]imidazole-2-carboxamide hydrochloride